Cl.Cl.CN[C@H](C(=O)OCC1=CC(=NC(=C1)Cl)Cl)CC=1C=NC=CC1 (2,6-Dichloropyridin-4-yl)methyl (S)-2-(methylamino)-3-(pyridin-3-yl)propanoate dihydrochloride